BrC1=CC(=CC(=C1)OC)C(C)(C)C 1-bromo-3-(tert-butyl)-5-methoxybenzene